1-(3-dimethoxymethylsilylpropyl)-2,3-dicyclohexylguanidine COC(OC)[SiH2]CCCNC(=NC1CCCCC1)NC1CCCCC1